CN1N=C(C2=CC(=CC=C12)B1OC(C(O1)(C)C)(C)C)C(=O)NCC1=CC=C(C=C1)C(NC)=O 1-methyl-N-(4-(methylcarbamoyl)benzyl)-5-(4,4,5,5-tetramethyl-1,3,2-dioxaborolan-2-yl)-1H-indazole-3-carboxamide